N1(N=NC=C1)C[C@@H](C)C1CCC2C3CCC4CC(CCC4C3CCC12C)(O)COCC 17-((S)-1-(1H-1,2,3-triazol-1-yl)propan-2-yl)-3-(ethoxymethyl)-13-methylhexadecahydro-1H-cyclopenta[a]phenanthren-3-ol